C(C)OC(C(=O)C1CS(C2=CC=CC=C2C1=O)(=O)=O)=O 2-(1,1-Dioxo-4-oxothiochroman-3-yl)-2-oxoacetic acid ethyl ester